ClC1=CC=C2C(=CNC2=C1N1N=CC=C1)S(=O)(=O)NC1=NC(=C(C(=N1)OC)OCCF)OC 6-chloro-N-[5-(2-fluoroethoxy)-4,6-dimethoxy-pyrimidin-2-yl]-7-pyrazol-1-yl-1H-indole-3-sulfonamide